2-(4-oxo-8-(pyridin-3-yl)-6-(4-(trifluoromethyl)phenyl)pyrido[3,4-d]pyrimidin-3(4H)-yl)propanoic acid O=C1C2=C(N=CN1C(C(=O)O)C)C(=NC(=C2)C2=CC=C(C=C2)C(F)(F)F)C=2C=NC=CC2